C(C)(C)(C)O[C@@H]([C@@H](C(NC)=O)NC(=O)[C@H]1N(C[C@@H](C1)O)C([C@H](C(C)(C)C)N1N=NC(=C1)C1CC1)=O)C (2S,4r)-N-[(1S,2r)-2-tert-butoxy-1-(methylcarbamoyl)propyl]-1-[(2S)-2-(4-cyclopropyltriazol-1-yl)-3,3-dimethyl-butyryl]-4-hydroxy-pyrrolidine-2-carboxamide